ClC1=NC=CC(=N1)C(=O)N1C[C@H]([C@@H](CC1)N1CC2=CC=CC=C2CC1)O trans-1-(2-chloropyrimidin-4-yl)(4-(3,4-dihydroisoquinolin-2(1H)-yl)-3-Hydroxypiperidin-1-yl)methanone